O1CC(C1)N1N=CC=2C1=NC(=CN2)N2CC1(C2)CN(C(C1)=O)C1=CC(=NC=C1)C(F)(F)F 2-[1-(oxetan-3-yl)-1H-pyrazolo[3,4-b]pyrazin-6-yl]-6-[2-(trifluoromethyl)pyridin-4-yl]-2,6-diazaspiro[3.4]octan-7-one